(2S)-2-amino-3-(1-(4-methoxyphenyl)-1H-indol-3-yl)propanoic acid N[C@H](C(=O)O)CC1=CN(C2=CC=CC=C12)C1=CC=C(C=C1)OC